N-(2-(2-(4-chlorobenzyl)-5-(3,5-difluorobenzyl)-3-oxo-2,3,4,5,6,7-hexahydro-1H-pyrazolo[4,3-c]pyridin-1-yl)ethyl)-4-hydroxybenzamide ClC1=CC=C(CN2N(C3=C(CN(CC3)CC3=CC(=CC(=C3)F)F)C2=O)CCNC(C2=CC=C(C=C2)O)=O)C=C1